CN1C(C2=CC=CC=C2C=C1C(=O)O)=O 2-methyl-1-oxo-1,2-dihydro-3-isoquinolinecarboxylic acid